FC=1C=CC(=C(C(=O)N(C)C(C)C)C1)N1C=C(C=2C1=CN=CC2)C2CCN(CC2)CC2CCC(CC2)=O 5-fluoro-N-isopropyl-N-methyl-2-(3-(1-((4-oxocyclohexyl)methyl)piperidin-4-yl)-1H-pyrrolo[2,3-c]pyridin-1-yl)benzamide